(2R,3R,4R,5R)-5-((benzoyloxy)methyl)-2-(3,5-dioxo-4,5-dihydro-1,2,4-triazin-2(3H)-yl)-3-methyltetrahydrofuran-3,4-diyl dibenzoate C(C1=CC=CC=C1)(=O)O[C@]1([C@@H](O[C@@H]([C@H]1OC(C1=CC=CC=C1)=O)COC(C1=CC=CC=C1)=O)N1N=CC(NC1=O)=O)C